(3S,4R,5R)-1-((R)-2-phenylpropyl)piperidine-3,4,5-triol C1(=CC=CC=C1)[C@H](CN1C[C@@H](C([C@@H](C1)O)O)O)C